N-[(3-(3-nitropyridin-2-yloxy)phenyl)thiocarbamoyl]furan-2-carboxamide [N+](=O)([O-])C=1C(=NC=CC1)OC=1C=C(C=CC1)NC(=S)NC(=O)C=1OC=CC1